cyanopropane-1-sulfonate C(#N)OS(=O)(=O)CCC